6-(1-(1-(1-acryloylazetidine-3-carbonyl)piperidin-4-yl)-1H-imidazol-4-yl)-4-methoxypyrazolo[1,5-a]pyridine-3-carbonitrile C(C=C)(=O)N1CC(C1)C(=O)N1CCC(CC1)N1C=NC(=C1)C=1C=C(C=2N(C1)N=CC2C#N)OC